CC(=O)C(=CC1=CC=NC=C1)OCC 1-ethoxy-2-(4-pyridyl)-vinyl methyl ketone